O(P(OC=C)(=O)OP(=O)(OC=C)OC=C)C=C tetravinyl pyrophosphate